FC(C=1C=C(C=NC1)C=1C=NC=CC1)(F)F 5'-(trifluoromethyl)-[3,3'-bipyridin]